C(C(O)C)(=O)O.CN(C(=N)N(CC)C)CC N,N'-dimethyl-N,N'-diethylguanidine lactate